NCCCCN(CCCCO)C 4-((4-aminobutyl)(methyl)amino)butan-1-ol